2-chloro-4-((2-(isopropylthio)phenyl)amino)pyrimidine-5-carbonitrile ClC1=NC=C(C(=N1)NC1=C(C=CC=C1)SC(C)C)C#N